C1(CCC1)C=1C(=NN(C1NC(C[C@H]1C(C(C1)(F)F)(F)F)=O)C)CC1CC1 (R)-N-(4-cyclobutyl-3-(cyclopropylmethyl)-1-methyl-1H-pyrazol-5-yl)-2-(2,2,3,3-tetrafluorocyclobutyl)acetamide